C(C)[Al](CC1=CC=CC=C1)CC1=CC=CC=C1 ethylbis(benzyl)aluminum